(2R)-7-(3-(2-chloro-4-(4-fluorophenoxy)phenoxy)propoxy)-2-ethyl-chroman-2-carboxylic acid ClC1=C(OCCCOC2=CC=C3CC[C@@](OC3=C2)(C(=O)O)CC)C=CC(=C1)OC1=CC=C(C=C1)F